1-butyl-3-(4-((4,4-dimethyl-2-oxoimidazolidin-1-yl)methyl)-4-methylcyclohexyl)urea C(CCC)NC(=O)NC1CCC(CC1)(C)CN1C(NC(C1)(C)C)=O